NC1=NC=CC=C1F 2-amino-3-fluoropyridin